N(=O)CNC1=CC=CC=C1 N-nitrosomethylphenylamine